3-(oxazol-5-yl)-1-(tetrahydro-2H-pyran-2-yl)-1H-pyrazolo[3,4-c]pyridin-5-amine O1C=NC=C1C1=NN(C2=CN=C(C=C21)N)C2OCCCC2